OCCNC1=NC=2N(C(N(C(C2N1CC1=CC=C(C=C1)C1=CC=C(C=C1)C1CCC(CC1)CCCCC)=O)C)=O)C 8-((2-hydroxyethyl)amino)-1,3-dimethyl-7-((4'-(4-pentylcyclohexyl)-[1,1'-biphenyl]-4-yl)methyl)-3,7-dihydro-1H-purine-2,6-dione